SCCSCC(CSCCS)SCCS 1,2,3-tris(2'-mercaptoethylthio)propane